Cl.Cl.N1[C@H](CNCC1)C(=O)O (R)-piperazine-2-carboxylic acid dihydrochloride